tert-Butyl (3'R,4'S,5'R)-6''-chloro-4'-(2-chloro-3-fluoropyridin-4-yl)-4,4-dimethyl-2''-oxo-1'',2''-dihydrodispiro[cyclohexane-1,2'-pyrrolidine-3',3''-indole]-5'-carboxylate ClC1=CC=C2[C@@]3(C(NC2=C1)=O)C1(N[C@H]([C@@H]3C3=C(C(=NC=C3)Cl)F)C(=O)OC(C)(C)C)CCC(CC1)(C)C